C(CC)(=O)OC[C@H]1O[C@@]([C@@H]([C@@H]1OC(CC1CCCCC1)=O)O)(C#N)C1=CC=C2C(=NC=NN21)N ((2R,3S,4R,5R)-5-(4-aminopyrrolo[2,1-f][1,2,4]triazin-7-yl)-5-cyano-3-(2-cyclohexylacetoxy)-4-hydroxytetrahydrofuran-2-yl)methyl propionate